3-amino-6-chlorochroman-4-one hydrochloride Cl.NC1COC2=CC=C(C=C2C1=O)Cl